N1=CC(=CC=C1)[C@H]1[C@@H](CNC1)C(=O)O trans-4-(3-pyridyl)-pyrrolidine-3-carboxylic acid